C1CC2NCC=CN2C1 1,5-diazabicyclo[4.3.0]nonene